N[C@H]1CC=CC[C@@H]1C1=C(C2=NC(=CC(=C2S1)NCC=1SC=CC1)Cl)C#CC=1C=NC=CC1 2-((1S,6S)-6-aminocyclohex-3-en-1-yl)-5-chloro-3-(pyridin-3-ylethynyl)-N-(thiophen-2-ylmethyl)thieno[3,2-b]pyridin-7-amine